[O-2].[Fe+3].[Fe+3].[O-2].[O-2] diiron(III) oxide